NC1(CC1)C=1C=C(C=C(C1)C)C=1N=C(C(=NC1)N)OC=1C=NN(C1)C1CCN(CC1)C (3-(1-aminocyclopropyl)5-methylphenyl)-3-((1-(1-methylpiperidin-4-yl)-1H-pyrazol-4-yl)oxy)pyrazin-2-amine